6,18-bis(4-(furan-2-ylmethyl)benzyl)-3,9,15,21-tetraisobutyl-4,10,12,16,22,24-hexamethyl-1,7,13,19-tetraoxa-4,10,16,22-tetraazacyclotetracosan-2,5,8,11,14,17,20,23-octaone O1C(=CC=C1)CC1=CC=C(CC2C(N(C(C(OC(C(N(C(C(OC(C(N(C(C(OC(C(N(C(C(O2)=O)CC(C)C)C)=O)C)=O)CC(C)C)C)=O)CC2=CC=C(C=C2)CC=2OC=CC2)=O)CC(C)C)C)=O)C)=O)CC(C)C)C)=O)C=C1